ClC1=CC=C(C=C1)[C@]1(CC[C@H]2N(CCN(C2)C(=O)C2=C(C(=CC=C2)C2=NSC=C2)F)C1)O [(7S,9aR)-7-(4-chlorophenyl)-7-hydroxy-3,4,6,8,9,9a-hexahydro-1H-pyrido[1,2-a]pyrazin-2-yl]-[2-fluoro-3-(1,2-thiazol-3-yl)phenyl]methanone